7-Amino-3-ethyl-8-nitro-1,3,4,5-tetrahydro-2H-benzo[d]azepin-2-one NC1=CC2=C(CC(N(CC2)CC)=O)C=C1[N+](=O)[O-]